C(C1=CC=CC=C1)N1N=C(C=C1C(=O)O)C(F)(F)F 1-benzyl-3-(trifluoromethyl)-1H-pyrazole-5-carboxylic acid